2-(2,2-dimethyl-4-oxo-3,8,11-trioxa-5-aza-tetradeca-14-ylamino)cyclohexane-1-carboxylic acid CC(C)(OC(NCCOCCOCCCNC1C(CCCC1)C(=O)O)=O)C